(2-chloro-5-nitropyridin-3-yl)[(2R,4R)-4-hydroxy-2-(hydroxymethyl)pyrrolidin-1-yl]methanone ClC1=NC=C(C=C1C(=O)N1[C@H](C[C@H](C1)O)CO)[N+](=O)[O-]